BrC=1C=2N(C=C(C1)C1CC1)C=C(N2)C(C2=NNC(=C2)C(=O)OCC)O ethyl 3-((8-bromo-6-cyclopropylimidazo[1,2-a]-pyridin-2-yl)(hydroxy)methyl)-1H-pyrazole-5-carboxylate